CC(C\C=C/1\C(OC(C1)C)=O)CC(C)(C)C (E,Z)-3-(3,5,5-trimethylhexylidene)-5-methyl-dihydrofuran-2-one